4-oxopyran-2,6-dicarboxylic acid O=C1C=C(OC(=C1)C(=O)O)C(=O)O